5-fluoro-2-(3-(1-((1-(2-hydroxyethyl)-2-oxo-2,3-dihydro-1H-benzo[d]imidazol-5-yl)methyl)pyrrolidin-3-yl)-1H-pyrrolo[2,3-c]pyridin-1-yl)-N,N-diisopropylbenzamide FC=1C=CC(=C(C(=O)N(C(C)C)C(C)C)C1)N1C=C(C=2C1=CN=CC2)C2CN(CC2)CC2=CC1=C(N(C(N1)=O)CCO)C=C2